FC=1C=C(C=CC1F)C1(CC1)OCC(=O)O 2-(1-(3,4-difluorophenyl)cyclopropoxy)acetic acid